3-amino-6-bromo-4-(6,7-difluoro-1H-indazol-4-yl)-9-fluoro-1H-1,7-phenanthrolin-2-one NC=1C(NC2=C3C=C(C=NC3=C(C=C2C1C1=C2C=NNC2=C(C(=C1)F)F)Br)F)=O